tert-butyl 3-bromo-5-chloro-4-trifluoromethylanilinecarboxylate BrC=1C=C(NC(=O)OC(C)(C)C)C=C(C1C(F)(F)F)Cl